Pyrazin-2-yl-2-yl-amine N1C(C=NC=C1)=N